N-methyl-benzisothiazolin-3-one CN1SC2=C(C1=O)C=CC=C2